C1OCC12CN(CC2)CCCOC=2C(=C(C=CC2)C2=C(C(=CC=C2)COC=2C(=CC(=C(OCC=1C=NC=C(C#N)C1)C2)C=O)Cl)C)C 5-((5-((3'-(3-(2-oxa-6-azaspiro[3.4]oct-6-yl)propoxy)-2,2'-dimethyl-[1,1'-biphenyl]-3-yl)methoxy)-4-chloro-2-formylphenoxy)methyl)nicotinonitrile